COC(=O)C=1C=C2CNC(N(C2=CC1)C)=O 1-methyl-2-oxo-3,4-dihydroquinazoline-6-carboxylic acid methyl ester